ClC1=CSC2=C1N=CCC2 3-chloro-6,7-dihydrothieno[3,2-b]pyridine